(2's)-2'-methyl-spiro[4,5-dihydrothieno[2,3-c]pyran-7,4'-piperidine] C[C@@H]1NCCC2(C1)OCCC1=C2SC=C1